O.C([C@@H](C)O)O (R)-1,2-propylene glycol monohydrate